C(#N)CC1[C@@H]2CN([C@@H]2CN1)C1=CC=C(C=N1)C=1C=C(NC1)C=1C=NN(C1)C 4-(6-((1S,4S,5S)-2-(cyanomethyl)-3,6-diazabicyclo[3.2.0]heptan-6-yl)pyridin-3-yl)-2-(1-methyl-1H-pyrazol-4-yl)-1H-pyrrole